[NH4+].[N+](=O)([O-])C1=C(N2C(N=N1)=C(C=N2)C2=NN=NN2)N 3-nitro-8-(1H-tetrazol-5-yl)pyrazolo[5,1-c][1,2,4]triazin-4-amine ammonium salt